C1(=CC=CC=C1)NC(=O)C=1C(=NN(C1)C=1SC=CN1)CC N-phenyl-1-(thiazol-2-yl)-3-ethyl-1H-pyrazole-4-carboxamide